NN1C(=NN=C1CC)S 4-amino-5-ethyl-4H-1,2,4-triazole-3-thiol